(R)-2-chloro-8-cyclopentyl-7-propyl-7,8-dihydropteridin-6(5H)-one ClC1=NC=2N([C@@H](C(NC2C=N1)=O)CCC)C1CCCC1